N-[(2-amino-1-methyl-benzoimidazol-5-yl)methyl]-N-(1-cyano-2-naphthyl)acetamide NC1=NC2=C(N1C)C=CC(=C2)CN(C(C)=O)C2=C(C1=CC=CC=C1C=C2)C#N